2-((4-(6-((4-cyano-2-fluorobenzyl)oxy)pyridin-2-yl)piperidin-1-yl)methyl)-1-(2-methoxyethyl)-4-(methoxymethyl)-1H-benzo[d]imidazole-6-carboxylic acid C(#N)C1=CC(=C(COC2=CC=CC(=N2)C2CCN(CC2)CC2=NC3=C(N2CCOC)C=C(C=C3COC)C(=O)O)C=C1)F